C(C)C1=C(C(=CC=C1)CC)N=C=O 2,6-DIETHYLPHENYL ISOCYANATE